NC1=C(C(=O)OC)C(=CC(=C1F)C=1C(=CC=C2C=NN(C12)C)F)F methyl 2-amino-3,6-difluoro-4-(6-fluoro-1-methyl-indazol-7-yl)benzoate